2-(3,3-difluorocyclobutoxy)-5-nitropyridine FC1(CC(C1)OC1=NC=C(C=C1)[N+](=O)[O-])F